5-(1'-cyclobutyl-6'-oxo-1',6'-dihydro-[3,3'-bipyridin]-5-yl)-1-methylindolin-2-one C1(CCC1)N1C=C(C=CC1=O)C=1C=NC=C(C1)C=1C=C2CC(N(C2=CC1)C)=O